[2-(difluoromethoxy)ethyl]-6-[[5-[5-(4-hydroxycyclohexoxy)-2-methyl-4-pyridyl]pyrazolo[1,5-a]pyridin-2-yl]amino]-4-methyl-pyridazin-3-one FC(OCCC1=C(C(NN=C1NC1=NN2C(C=C(C=C2)C2=CC(=NC=C2OC2CCC(CC2)O)C)=C1)=O)C)F